(1S,3R)-N1-(6-chloro-2-(trifluoromethyl)quinolin-4-yl)-N3-(2,3-dimethyl-3H-imidazo[4,5-c]pyridin-4-yl)cyclohexane-1,3-diamine ClC=1C=C2C(=CC(=NC2=CC1)C(F)(F)F)N[C@@H]1C[C@@H](CCC1)NC1=NC=CC2=C1N(C(=N2)C)C